Glycerin monooleate succinate C(CCC(=O)O)(=O)O.C(CCCCCCC\C=C/CCCCCCCC)(=O)O.OCC(O)CO